(R)-2,2-difluoro-2-phenoxy-N-(5-azaspiro[2.4]heptan-7-yl)acetamide FC(C(=O)N[C@H]1CNCC12CC2)(OC2=CC=CC=C2)F